(S)-1-(4-chloro-2-fluorophenyl)-3-(oxetan-3-yl)-4-(4-(trifluoromethyl)benzyl)piperazine-2,5-dione ClC1=CC(=C(C=C1)N1C([C@@H](N(C(C1)=O)CC1=CC=C(C=C1)C(F)(F)F)C1COC1)=O)F